1,2-bispentadecanoyl-sn-glycero-3-phosphoethanolamine C(CCCCCCCCCCCCCC)(=O)OC[C@@H](OC(CCCCCCCCCCCCCC)=O)COP(=O)(O)OCCN